((4-bromo-7-chloro-5-nitro-2,3-dihydrobenzofuran-2-yl)methoxy)(tert-butyl)dimethylsilane BrC1=C(C=C(C2=C1CC(O2)CO[Si](C)(C)C(C)(C)C)Cl)[N+](=O)[O-]